(3-(2,6-diazaspiro[3.4]octane-6-yl)phenyl)(3,4-dimethoxyphenyl)methanone C1NCC12CN(CC2)C=2C=C(C=CC2)C(=O)C2=CC(=C(C=C2)OC)OC